OC1=C(C=CC(=C1)O)C1=NC(=NC(=N1)C1=C(C=C(C=C1)O)O)C1=CC=CC=C1 2,4-bis(2,4-dihydroxyphenyl)-6-phenyl-1,3,5-triazine